C(C)S(=O)(=O)NC1=CC=C(C=C1)C1=NNC(=C1C(=O)N)NC=1N=CC2=CC=CC=C2C1 3-(4-(ethylsulfonamido)phenyl)-5-(isoquinolin-3-ylamino)-1H-pyrazole-4-carboxamide